I-PROPYLISOCYANIDE CC(C)[N+]#[C-]